Bis(1-ethyl(3-oxetanyl)methyl) ether C(C)C(C1COC1)OC(CC)C1COC1